2-(7-nitro-2-phenyl-1H-indol-5-yl)ethan-1-ol [N+](=O)([O-])C=1C=C(C=C2C=C(NC12)C1=CC=CC=C1)CCO